1-(4-thiophenylphenyl)-butan-1-one oxime S1C(=CC=C1)C1=CC=C(C=C1)C(CCC)=NO